2-(4-(2-(1,4-dimethyl-1H-indazol-5-yl)-3-isopropyl-1H-indol-5-yl)piperidin-1-yl)-N-methylacetamide CN1N=CC2=C(C(=CC=C12)C=1NC2=CC=C(C=C2C1C(C)C)C1CCN(CC1)CC(=O)NC)C